6-(trifluoromethyl)(3-pyridyl)(5-(1,2,4-oxadiazolyl)(3-pyridyl))piperazine FC(C1CNCC(N1C=1C=NC=C(C1)C1=NOC=N1)C=1C=NC=CC1)(F)F